C(\C=C\C1=CC(O)=C(O)C=C1)(=O)NCCC1=CC(O)=C(O)C=C1 N-caffeoyl-dopamine